O1C(=CC2=C1C=CC=C2)C(=O)C2=C(C(N(C2C2=C(C=C(C=C2)Cl)Cl)C=2SC(=NN2)SCC2=C(C=CC=C2)Cl)=O)O 4-(benzofuran-2-carbonyl)-1-(5-((2-chlorobenzyl)thio)-1,3,4-thiadiazol-2-yl)-3-hydroxy-5-(2,4-dichlorophenyl)-1,5-dihydro-2H-pyrrol-2-one